5-bromo-1-(tetrahydro-2H-pyran-2-yl)-1H-pyrazole-3-carbaldehyde BrC1=CC(=NN1C1OCCCC1)C=O